FC(C1=CC=C2CCCN(C2=C1)C1=C2C=C(C(N(C2=CC(=N1)C1CCNCC1)C)=O)C)F 5-(7-(difluoromethyl)-3,4-dihydroquinolin-1(2H)-yl)-1,3-dimethyl-7-(piperidin-4-yl)-1,6-naphthyridin-2(1H)-one